CN(C)CC(CCCCCCCCCC\C=C/CCCCCCCC(=O)OC)CCCCCCC methyl (9Z)-21-[(dimethylamino)methyl]octacos-9-enoate